C(C)(=O)N1CCC(CC1)C1=CC2=C(N(C(N2C2CCN(CC2)C)=O)CC2=C(C=C(C=C2)C=2OC(=NN2)C(F)F)F)C=C1 5-(1-acetylpiperidine-4-yl)-1-(4-(5-(difluoromethyl)-1,3,4-oxadiazole-2-yl)-2-fluorobenzyl)-3-(1-methylpiperidine-4-yl)-1,3-dihydro-2H-benzo[d]imidazole-2-one